FC1=NC(=CC(=C1)NC(OC(C)(C)C)=O)C(F)(F)F tert-butyl (2-fluoro-6-(trifluoromethyl)pyridin-4-yl)carbamate